NC1=C(N=CC2=C(C(=CC=C12)F)C1=CN=C(S1)C)C(=O)NCCC 4-amino-7-fluoro-8-(2-methylthiazol-5-yl)-N-propylisoquinoline-3-carboxamide